C[C@@]1(O)[C@H](O)[C@@H](O)[C@H](O)[C@H](O1)CO methyl-α-glucose